P(=O)([O-])([O-])[O-].[F].[Fe+2].[Na+] sodium iron fluorine phosphate